N-[(1S)-5-[(6-bromo-3-nitropyridin-2-yl)amino]-2,3-dihydro-1H-inden-1-yl]acetamide BrC1=CC=C(C(=N1)NC=1C=C2CC[C@@H](C2=CC1)NC(C)=O)[N+](=O)[O-]